FC1=C(C=C(C=C1)F)F 1,2,4-trifluorobenzene